acryloxytetradecylbromodimethylsilane C(C=C)(=O)OCCCCCCCCCCCCCC[Si](C)(C)Br